6-[8-(4-Fluorophenyl)-6-azaspiro[3.4]octane-6-carbonyl]-1H-pyrazin-2-one FC1=CC=C(C=C1)C1CN(CC12CCC2)C(=O)C2=CN=CC(N2)=O